CC1=CC(=CC=2C3=CC(=CC=C3NC12)C)Br 1,6-dimethyl-3-bromo-carbazole